ethyl 3-(2-chloro-4-fluoro-anilino)-3-oxo-propanoate ClC1=C(NC(CC(=O)OCC)=O)C=CC(=C1)F